C(=C)OC(CCCCCCCCCCCCC)=O myristic acid vinylester